2-(2-Bromothiazol-4-yl)acetic acid ethyl ester C(C)OC(CC=1N=C(SC1)Br)=O